6-(5-chloro-3-isopropyl-1H-pyrrolo[3,2-b]pyridin-2-yl)-7,8-dimethyl-[1,2,4]triazolo[1,5-a]pyridine ClC1=CC=C2C(=N1)C(=C(N2)C=2C(=C(C=1N(C2)N=CN1)C)C)C(C)C